N-((1R,6S)-2,2-difluoro-6-(4-isopropylpiperazin-1-yl)cyclohexyl)-2-(2,3',5',6-tetrafluoro-[1,1'-biphenyl]-3-yl)acetamide FC1([C@@H]([C@H](CCC1)N1CCN(CC1)C(C)C)NC(CC=1C(=C(C(=CC1)F)C1=CC(=CC(=C1)F)F)F)=O)F